FC(F)(F)C12CNCC2C1 (trifluoromethyl)-3-azabicyclo[3.1.0]hexan